C(N)(=N)C=1C=C(SC1)CNC(=O)[C@H]1N([C@H]2C[C@]2(C1)C)C(CNC(C1=CC=C(C=C1)C1(COC1)C1=CC=CC=C1)=O)=O (1S,3S,5S)-N-((4-carbamimidoylthiophen-2-yl)methyl)-5-methyl-2-((4-(3-phenyloxetan-3-yl)benzoyl)glycyl)-2-azabicyclo[3.1.0]hexane-3-carboxamide